C(C1=CC=CC=C1)=[Ru](=C1N(CCN1C1=C(C=C(C=C1C)C)C)C1=C(C=C(C=C1C)C)C)(Cl)Cl benzylidene-[1,3-bis(2,4,6-trimethylphenyl)imidazolidin-2-ylidene]-ruthenium dichloride